ClC=1C=C(C(=NC1)C(=O)N1CC2=CC=CC=C2C[C@H]1CN1CCOCC1)N1C=C(C2=CC=CC=C12)C(=O)O (S)-1-(5-chloro-2-(3-(morpholinomethyl)-1,2,3,4-tetrahydroisoquinoline-2-carbonyl)pyridin-3-yl)-1H-indole-3-carboxylic acid